NC1=NC2=C(C=CC=C2C=C1C(=O)N)OC 2-AMINO-8-METHOXYQUINOLINE-3-CARBOXAMIDE